C(C)(C)(C)OC(=O)N(C1=C2N=CN(C2=NC=N1)C[C@@H]1OC1)C(=O)OC(C)(C)C N6,N6-Bis(tert-butoxycarbonyl)-9-{[(2S)-oxiran-2-yl]methyl}adenine